3-((tert-butyldiphenylsilyl)oxy)-1-methylcyclopentane-1-carboxylic acid methyl ester COC(=O)C1(CC(CC1)O[Si](C1=CC=CC=C1)(C1=CC=CC=C1)C(C)(C)C)C